ClC1=CC(=C(OP(=O)(OC2=CC=C(C=C2)[N+](=O)[O-])N[C@@H](C)C(=O)OC)C=C1)F Methyl ((4-chloro-2-fluorophenoxy) (4-nitrophenoxy) phosphoryl)-L-alaninate